(dodecylthiocarbonylthio)acetic acid C(CCCCCCCCCCC)C(=S)SCC(=O)O